BrCCCCCCO[Si](OC(OCCCCCCCCCCCCCCCC)CCCCCCC\C=C/CCCCCCCC)(C)C (Z)-1-bromo-10-(heptadec-8-en-1-yl)-8,8-dimethyl-7,9,11-trioxa-8-silaheptacosane